ClC1=C(C=CC=C1)[C@@H]([C@@H](C)O)O[Si](C)(C)C(C)(C)C 1-(2-chlorophenyl)-(R)-1-(tert-butyldimethyl-siloxy)-(S)-2-propanol